tert-butyl 2-(2-(2-(2-((9-benzyl-5-carbamoyl-7-(3,5-dimethylisoxazol-4-yl)-9H-carbazol-3-yl)oxy)ethoxy)ethoxy)ethoxy)acetate C(C1=CC=CC=C1)N1C2=CC(=CC(=C2C=2C=C(C=CC12)OCCOCCOCCOCC(=O)OC(C)(C)C)C(N)=O)C=1C(=NOC1C)C